5-chloro-4-fluoro-2-hydroxyphenol ClC=1C(=CC(=C(C1)O)O)F